The molecule is a phenolate anion that is the conjugate base of bergaptol, obtained by deprotonation of the phenolic hydroxy substituent. Major microspecies at pH 7.3 (according to Marvin v 6.2.0.). It is a conjugate base of a bergaptol. C1=CC(=O)OC2=CC3=C(C=CO3)C(=C21)[O-]